N1CC(C1)C=1C=2N(C=C(C1)C1CC1)C=C(N2)CN2C(C1=CC=CC=C1C2=O)=O 2-((8-(azetidin-3-yl)-6-cyclopropylimidazo[1,2-a]pyridin-2-yl)methyl)isoindoline-1,3-dione